BrC(CC1(C(NC(NC1=O)=O)=O)C(C)CC)=C 5-β-bromoallyl-5-sec-butyl-barbituric acid